5-(4-((1-(3-((4-((3-chloro-4-fluorophenyl)amino)-7-methoxyquinazolin-6-yl)oxy)propyl)piperidin-4-yl)methyl)piperazin-1-yl)-2-(2,6-dioxopiperidin-3-yl)isoindoline-1,3-dione ClC=1C=C(C=CC1F)NC1=NC=NC2=CC(=C(C=C12)OCCCN1CCC(CC1)CN1CCN(CC1)C=1C=C2C(N(C(C2=CC1)=O)C1C(NC(CC1)=O)=O)=O)OC